triTyrosine C1=CC(=C(C=C1CC(C(=O)O)N)C2=CC(=CC(=C2O)C3=C(C=CC(=C3)CC(C(=O)O)N)O)CC(C(=O)O)N)O